6-(3-{7-amino-1-oxo-4-[3-(thiophen-2-yl)-1H-indazol-5-yl]-2,3-dihydro-1H-isoindol-2-yl}prop-1-en-2-yl)pyridine-3-carboxamide NC=1C=CC(=C2CN(C(C12)=O)CC(=C)C1=CC=C(C=N1)C(=O)N)C=1C=C2C(=NNC2=CC1)C=1SC=CC1